5-methyL-3-vinylthiophene-2-carboxamide CC1=CC(=C(S1)C(=O)N)C=C